ClC=1C=CC(=NC1)N1CCN(CC1)CC=1C=C2C(N(C(C2=CC1)=O)N1C(NC(CC1)=O)=O)=O 5-((4-(5-chloropyridin-2-yl)piperazin-1-yl)methyl)-2-(2,4-dioxotetrahydropyrimidin-1(2H)-yl)isoindoline-1,3-dione